C(#N)[C@H](CC1=CC=C(C=C1)C1=CC=C(C=C1)C#N)NC(=O)[C@@H]1C[C@H]2[C@@H](N1C(=O)OC(C)(C)C)COC2 tert-butyl (2S,3aS,6aR)-2-{[(1S)-1-cyano-2-{4'-cyano-[1,1'-biphenyl]-4-yl}ethyl]carbamoyl}-hexahydrofuro[3,4-b]pyrrole-1-carboxylate